C(CCC(=O)[O-])(=O)[O-].NNC(=[NH2+])N.NNC(=[NH2+])N aminoguanidinium succinate salt